3-(((S)-7-((R)-2-(2,5-Difluorophenyl)piperazine-1-carbonyl)-10-hydroxy-7-azaspiro[4.5]decan-10-yl)methyl)-6-phenylpyrimidin-4(3H)-one FC1=C(C=C(C=C1)F)[C@H]1N(CCNC1)C(=O)N1CC2(CCCC2)[C@](CC1)(O)CN1C=NC(=CC1=O)C1=CC=CC=C1